CC(C)(O[Si](OCC)(OCC)C)C dimethyl-methyl-triethoxysilane